Cl.C(C1=CC=CC=C1)NC([C@@H](C)N1C([C@H](CC1=O)N(C)C)=O)=O (2R,S)-N-benzyl-2-(3-(dimethylamino)-2,5-dioxopyrrolidin-1-yl)propanamide hydrochloride